[(3R,9aS)-3-[4-(difluoromethoxy)phenyl]-3-hydroxy-1,4,6,7,9,9a-hexahydropyrazino[2,1-c][1,4]oxazin-8-yl]-[2-chloro-3-(3-fluoro-1H-pyrazol-4-yl)phenyl]methanone FC(OC1=CC=C(C=C1)[C@@]1(CN2[C@H](CO1)CN(CC2)C(=O)C2=C(C(=CC=C2)C=2C(=NNC2)F)Cl)O)F